N[C@@H]1CN(CC[C@H]1F)C1=NC2=C(N1CC(=O)N1CC(CC1)CS(=O)(=O)C)C=C(C(=C2)F)F 2-(2-((3R,4R)-3-Amino-4-fluoropiperidin-1-yl)-5,6-difluoro-1H-benzo[d]imidazol-1-yl)-1-(3-((methylsulfonyl)methyl)pyrrolidin-1-yl)ethanon